C[C@H]1N(CCC1)CC1=CC=C(C=C1)C=1C=C(C(=NC1)N)C=1N=NN(C1)C1CCOCC1 (R)-5-(4-((2-methylpyrrolidin-1-yl)methyl)phenyl)-3-(1-(tetrahydro-2H-pyran-4-yl)-1H-1,2,3-triazol-4-yl)pyridin-2-amine